FC(C1=CC=C(C=C1)N1CCC2(OCCO2)CC1)(F)F 8-[4-(trifluoromethyl)phenyl]-1,4-dioxa-8-azaspiro[4.5]decane